1-(4-(7-((5,7-difluoro-2-methyl-1H-benzo[d]imidazol-6-yl)oxy)quinoxalin-2-yl)-1H-pyrazol-1-yl)-2-methylpropan-2-ol FC1=CC2=C(NC(=N2)C)C(=C1OC1=CC=C2N=CC(=NC2=C1)C=1C=NN(C1)CC(C)(O)C)F